C(CCCCCCCCC)C1=CC=CC=2SC3=CC=CC=C3NC12 mono-decyl-phenothiazine